OC=1C=C2C=C(NC2=CC1)C[C@H](N)C(=O)O 5-hydroxy-β-indolylalanine